N-3-hydroxypropyl-N,N-dimethyl-N-ethylammonium OCCC[N+](CC)(C)C